3-iodo-1,6-dimethyl-1H-pyrazolo[3,4-b]pyridine IC1=NN(C2=NC(=CC=C21)C)C